C(C)(C)(C)C1N(CC[C@H](C1(F)F)N1CCN(CC1)C1=NC=CC2=C1N(C(N2)=O)C)C(=O)OC2(CNC2)C(C)[N+](=O)[O-] 3-(1-nitroethyl)azetidin-3-ol tert-butyl-(4R)-3,3-difluoro-4-[4-(3-methyl-2-oxo-1H-imidazo[4,5-c]pyridin-4-yl)piperazin-1-yl]piperidine-1-carboxylate